BrC1=CC2=C(N(C(O2)=O)N2C(CCCC2=O)=O)C=C1 (6-bromo-2-oxo-1,3-benzoxazol-3-yl)piperidine-2,6-dione